5-tert-butyl-[1,1'-biphenyl]-2-amine C(C)(C)(C)C1=CC=C(C(=C1)C1=CC=CC=C1)N